FC1=C(C=CC(=C1)F)CN1C(CNCC1)=O 1-[(2,4-difluorophenyl)methyl]piperazin-2-one